tert-butyl (S)-4-((3-(5-cyclopropyl-2,4-dioxo-3,4-dihydropyrimidin-1(2H)-yl)pyrazolo[1,5-a]pyridin-5-yl)methyl)-2-methylpiperazine-1-carboxylate C1(CC1)C=1C(NC(N(C1)C=1C=NN2C1C=C(C=C2)CN2C[C@@H](N(CC2)C(=O)OC(C)(C)C)C)=O)=O